COC(C1=CC(=CC(=C1)C#N)C)=O 5-cyano-3-methyl-benzoic acid methyl ester